BrC=1C=C(C=NC1)CN1N=C2N([C@@H](CCC2)C(=O)N2C[C@H](CC2)F)C1=O (5S)-2-[(5-Bromopyridin-3-yl)methyl]-5-{[(3S)-3-fluoropyrrolidin-1-yl]carbonyl}-5,6,7,8-tetrahydro[1,2,4]triazolo[4,3-a]pyridin-3(2H)-one